N-(1-(3-chlorophenyl)-2-hydroxyethyl)-1-(5-methyl-2-(phenylamino)pyridin-4-yl)-1H-imidazole-4-carboxamide ClC=1C=C(C=CC1)C(CO)NC(=O)C=1N=CN(C1)C1=CC(=NC=C1C)NC1=CC=CC=C1